ClC=1C(=NC=C(C1)NC(=O)C1CC(C2=C1C=NC=1N2N=C(C1)Cl)(C)C)N1N=CC(=N1)C(=O)OC methyl 2-(3-chloro-5-(2-chloro-8,8-dimethyl-7,8-dihydro-6H-cyclopenta[e]pyrazolo[1,5-a]pyrimidine-6-carboxamido)pyridin-2-yl)-2H-1,2,3-triazole-4-carboxylate